1-(4-Chlorophenyl)-2,2,2-trifluoro-1-ethanon-O-(1,3-dioxolan-2-ylmethyl)oxim ethyl-beta-carboxyethyl-acrylate C(C)C=C(C(=O)O)CCC(=O)O.O1C(OCC1)CON=C(C(F)(F)F)C1=CC=C(C=C1)Cl